3,3-Difluoro-1'-(4-methoxybenzyl)-5'-methylspiro[cyclobutane-1,3'-pyrrolo[3,2-b]pyridine]-2'(1'H)-one FC1(CC2(C(N(C=3C2=NC(=CC3)C)CC3=CC=C(C=C3)OC)=O)C1)F